ClCC1=NC2=C(N1)C=CC=C2 2-(chloromethyl)-1H-benzo[d]imidazole